FC1=C(C(=O)O)C=CC(=C1)C=1C=NC=2N(N1)C(=CN2)CC=2C=C1N=CC=NC1=CC2 2-fluoro-4-[7-(quinoxalin-6-ylmethyl)imidazo[1,2-b][1,2,4]triazin-2-yl]benzoic Acid